Racemic-2-fluorocyclobutan-1-amine hydrochloride Cl.FC1C(CC1)N